5-chloro-N-(3-cyclopropyl-5-(((3R,5S)-3,5-dimethylpiperazine-1-yl)methyl)phenyl)-4-methoxy-6-(6-methyl-1H-indole-3-yl)pyrimidine-2-amine ClC=1C(=NC(=NC1C1=CNC2=CC(=CC=C12)C)NC1=CC(=CC(=C1)CN1C[C@H](N[C@H](C1)C)C)C1CC1)OC